6-(oxetan-3-ylamino)pyrimidine-4-carboxamide O1CC(C1)NC1=CC(=NC=N1)C(=O)N